FC=1C(N(C=2C=CC(=NC2C1N1[C@H](CN([C@@H](C1)C)C(C)([2H])C1=CC=C(C=C1)F)C)C#N)C)=O 7-fluoro-8-((2S,5R)-4-(1-(4-fluorophenyl)ethyl-1-d)-2,5-dimethylpiperazin-1-yl)-5-methyl-6-oxo-5,6-dihydro-1,5-naphthyridine-2-carbonitrile